C(CC)SC1=CC2=C(NC(=N2)NC(OCCCN(C)C)=O)C=C1 3-(dimethylamino)propyl N-[5-(propylsulfanyl)-1H-1,3-benzodiazol-2-yl]carbamate